C1(CC1)S(=O)(=O)N1C=C(C2=CC=CC=C12)CCN(C)C 2-(1-(cyclopropylsulfonyl)-1H-indol-3-yl)-N,N-dimethylethan-1-amine